P(=O)([O-])([O-])[O-] endo-phosphate